N-(5-((4-(8-fluoro-2-oxo-5,6-dihydro-4H-imidazo[4,5,1-ij]quinolin-1(2H)-yl)pyrimidin-2-yl)amino)-4-methoxy-2-(methyl(2-(pyrrolidin-1-yl)ethyl)amino)phenyl)acrylamide FC=1C=C2CCCN3C2=C(C1)N(C3=O)C3=NC(=NC=C3)NC=3C(=CC(=C(C3)NC(C=C)=O)N(CCN3CCCC3)C)OC